N[C@@H](C(=O)N[C@H](C(=O)N[C@@H](CCCN)C1=NC(=NO1)CC1=CC=CC=C1)CC1=C(C=C(C=C1C)O)C)CCNC(=N)N (R)-2-amino-N-((S)-1-(((S)-4-amino-1-(3-benzyl-1,2,4-oxadiazol-5-yl)butyl)amino)-3-(4-hydroxy-2,6-dimethylphenyl)-1-oxopropan-2-yl)-4-guanidinobutyramide